5-chloro-N-(2,4-difluoro-3-(5-fluoro-2-((1-(2-methoxyethyl)piperidin-4-yl)amino)quinazolin-6-yl)phenyl)-3-hydroxy-2,3-dihydrobenzofuran-7-sulfonamide ClC=1C=C(C2=C(C(CO2)O)C1)S(=O)(=O)NC1=C(C(=C(C=C1)F)C=1C(=C2C=NC(=NC2=CC1)NC1CCN(CC1)CCOC)F)F